N-(4,6-dichloro-5-ethyl-pyrimidin-2-yl)-3-nitro-benzenesulfonamide ClC1=NC(=NC(=C1CC)Cl)NS(=O)(=O)C1=CC(=CC=C1)[N+](=O)[O-]